3-cyclopropyl-3-(2,3-dihydrobenzofuran-5-yl)propionic acid C1(CC1)C(CC(=O)O)C=1C=CC2=C(CCO2)C1